C(C)(C)(C)OC(=O)NC1CN(CC1)C=1C=CC(=C(C(=O)OC)C1)OC Methyl 5-(3-((tert-butoxycarbonyl) amino) pyrrolidin-1-yl)-2-methoxybenzoate